ClC=1C=NN2C1N=C(N=C2NC2CCC(CC2)N2CCCC2)C2=C(C=CC=C2F)F 8-chloro-2-(2,6-difluorophenyl)-N-((1r,4r)-4-(pyrrolidin-1-yl)cyclohexyl)pyrazolo[1,5-a][1,3,5]triazin-4-amine